1-(3-(methylthio)butan-2-yl)-5-methyl-1H-pyrazole-4-thiocarboxylic acid CSC(C(C)N1N=CC(=C1C)C(O)=S)C